[3-[(4-fluoro-3-methyl-2-pyridyl)amino]-1-(2,2,2-trifluoroethyl)pyrazolo-[4,3-c]pyridin-6-yl]-(1,4-oxazepan-4-yl)methanone FC1=C(C(=NC=C1)NC1=NN(C2=C1C=NC(=C2)C(=O)N2CCOCCC2)CC(F)(F)F)C